6-(bis(4-methoxybenzyl)amino)-2-butoxy-8-oxo-7,8-dihydro-9H-purine COC1=CC=C(CN(C2=C3NC(NC3=NC(=N2)OCCCC)=O)CC2=CC=C(C=C2)OC)C=C1